FC=1C=CC2=C(CCO2)C1CNC1=NC=C(C=2N1C=NC2P(C)(C)=O)C2=CC=CC=C2 (5-(((5-Fluoro-2,3-dihydrobenzofuran-4-yl)methyl)amino)-8-phenylimidazo[1,5-c]pyrimidin-1-yl)dimethylphosphine oxide